(S)-N-(5-(difluoromethyl)-6-(2H-1,2,3-triazol-2-yl)pyridin-3-yl)-N'-(8-(1-methoxyethyl)-2-methylimidazo[1,2-b]pyridazin-7-yl)urea FC(C=1C=C(C=NC1N1N=CC=N1)NC(=O)NC1=C(C=2N(N=C1)C=C(N2)C)[C@H](C)OC)F